5-bromo-2,3-dihydrobenzo[b][1,4]dioxin-6-amine BrC1=C(C=CC=2OCCOC21)N